BrCCCCCOC(CCCCCCCCCC)=O 5-bromopentylundecanoate